[Cu].C(CCCCCCCCCCCCCCCCC(=O)O)(=O)O octadecanedioic acid copper